CC1=C(N=CC(=N1)C1=CNC2=C(C=CC=C12)C#N)OC1CNCC1 3-(6-methyl-5-(pyrrolidin-3-yloxy)pyrazin-2-yl)-1H-indole-7-carbonitrile